N-(5-aminophenyl)-N-hydroxy-butanediamide NC=1C=CC=C(C1)N(C(CCC(=O)N)=O)O